NC=1C(=C(C=C2C=C(N=CC12)NC(=O)N1CC(C1)C)C1=C(C2=C(OCCN2)N=C1)C)F N-(8-Amino-7-fluoro-6-(8-methyl-2,3-dihydro-1H-pyrido[2,3-b][1,4]oxazin-7-yl)isoquinolin-3-yl)-3-methylazetidine-1-carboxamide